4-[4-(2-hydroxypropyl)oxybenzoyl]cinnamic acid OC(COC1=CC=C(C(=O)C2=CC=C(C=CC(=O)O)C=C2)C=C1)C